N6,2'-O-dimethyl-adenosine methyl-4-(benzyloxy)-5,6-difluoro-1H-indole-2-carboxylate CN1C(=CC2=C(C(=C(C=C12)F)F)OCC1=CC=CC=C1)C(=O)OC[C@@H]1[C@H]([C@H]([C@@H](O1)N1C=NC=2C(NC)=NC=NC12)OC)O